(7aS,11aS)-9-benzylspiro[6,7,7a,8,10,11-hexahydro-2H-oxazolo[2,3-j][1,6]naphthyridine-3,1'-cyclohexane]-5-one C(C1=CC=CC=C1)N1C[C@@H]2CCC(N3[C@@]2(CC1)OCC31CCCCC1)=O